tert-butyl (S)-(1-oxo-5-(3-((2,2,4,6,7-pentamethyl-2,3-dihydrobenzofuran-5-yl)sulfonyl)guanidino)pentan-2-yl)carbamate O=C[C@H](CCCNC(=N)NS(=O)(=O)C=1C(=C(C2=C(CC(O2)(C)C)C1C)C)C)NC(OC(C)(C)C)=O